[Ta].[Pd] Palladium-tantalum